(1R,3s,5S)-N-(6-(2-(methoxymethoxy)-4-(1-(tetrahydro-2H-pyran-2-yl)-1H-pyrazol-4-yl)phenyl)pyridazin-3-yl)-N,1,5-trimethyl-9-azabicyclo[3.3.1]nonan-3-amine COCOC1=C(C=CC(=C1)C=1C=NN(C1)C1OCCCC1)C1=CC=C(N=N1)N(C1C[C@]2(CCC[C@@](C1)(N2)C)C)C